NC1=C(C2=C(S1)CCC21CNCC1)C#N 2-aminospiro[5,6-dihydrocyclopenta[b]thiophene-4,3'-pyrrolidine]-3-carbonitrile